IC=1C=C(C=CC1)C1=NN=CN1C1OCCCC1 3-(3-iodophenyl)-4-(tetrahydro-2H-pyran-2-yl)-4H-1,2,4-triazole